3-Bromo-4-[3-(5-fluoro-2-pyridyl)-1-methyl-pyrazol-4-yl]-1H-pyrrolo[2,3-b]pyridine BrC1=CNC2=NC=CC(=C21)C=2C(=NN(C2)C)C2=NC=C(C=C2)F